[O-]S(=O)(=O)C(F)(F)F.C(CCCC)[N+]1=C(C=CC=C1)CC 1-pentyl-2-ethylpyridinium triflate